4-fluoro-N-methyl-5-(piperazin-1-yl)pyridinecarboxamide hydrochloride Cl.FC1=CC(=NC=C1N1CCNCC1)C(=O)NC